N1=CC=C(C=C1)C(C=C)=O 1-(4-pyridyl)-2-propen-1-one